CC1=CC=2N(N=C1N1C(C=3C=C(C=NC3CC1([2H])[2H])NC=1C(=NC=CC1)C)([2H])[2H])C(C=CN2)=O 8-methyl-7-(3-((2-methylpyridin-3-yl)amino)-7,8-dihydro-1,6-naphthyridin-6(5H)-yl-5,5,7,7-d4)-4H-pyrimido[1,2-b]pyridazin-4-one